C[Si](N(C(=O)N)[Si](C)(C)C)(C)C N,N-bis-trimethylsilyl-urea